FC=1C=C(C=C2CCC(NC12)=O)[C@@H](CN1C[C@H]2[C@@](C1)(C[C@@H](C2)OC2=C(C=CC=C2)F)O)O 8-fluoro-6-((S)-2-((3aR,5R,6aS)-5-(2-fluorophenoxy)-3a-hydroxyhexahydrocyclopenta[c]pyrrol-2(1H)-yl)-1-hydroxyethyl)-3,4-dihydroquinolin-2(1H)-one